C(C)(C)(C)OC(=O)N1N=CC2=C(C(=CC=C12)Br)Cl 5-bromo-4-chloro-1H-indazole-1-carboxylic acid tert-butyl ester